isopropyl (R)-2-(4-(4H-1,2,4-triazol-4-yl) phenyl)-2-amino-4,4-dimethylpentanoate N=1N=CN(C1)C1=CC=C(C=C1)[C@@](C(=O)OC(C)C)(CC(C)(C)C)N